tert-butyl 5-indan-4-yl-3,6-dihydro-2H-pyridine-1-carboxylate C1CCC2=C(C=CC=C12)C1=CCCN(C1)C(=O)OC(C)(C)C